4-(6-((2-methoxy-4-(methoxy(methyl)carbamoyl)benzyl)oxy)pyridin-2-yl)piperidine COC1=C(COC2=CC=CC(=N2)C2CCNCC2)C=CC(=C1)C(N(C)OC)=O